5-Bromo-2H-tetrazole BrC=1N=NNN1